carboxy-7-((4'-fluoro-[1,1'-biphenyl]-3-yl)oxy)-1,2,3,4-tetrahydronaphthalene-2-aminium chloride [Cl-].C(=O)(O)C1C(CCC2=CC=C(C=C12)OC=1C=C(C=CC1)C1=CC=C(C=C1)F)[NH3+]